FC1(C(CNCC1C)C(CN1C(C2=CC=CC=C2C1=O)=O)(C)C)F 2-(2-(4,4-Difluoro-5-methylpiperidin-3-yl)-2-methylpropyl)isoindoline-1,3-dione